(5-{[2-(methylamino)quinolin-7-yl]methoxy}pyridin-3-yl)boronic acid CNC1=NC2=CC(=CC=C2C=C1)COC=1C=C(C=NC1)B(O)O